CN1C(CCC1=O)C1=CC=C(N=N1)NC(OC(C)(C)C)=O tert-butyl N-[6-(1-methyl-5-oxo-pyrrolidin-2-yl)pyridazin-3-yl]carbamate